(S)-(4-(7-(difluoromethyl)pyrazolo[1,5-a]pyridin-2-yl)-6,7-dihydro-1H-imidazo[4,5-c]pyridin-5(4H)-yl)(5-(3-fluoropyridin-2-yl)-1,3,4-oxadiazol-2-yl)methanone FC(C1=CC=CC=2N1N=C(C2)[C@H]2N(CCC1=C2N=CN1)C(=O)C=1OC(=NN1)C1=NC=CC=C1F)F